CC1=CC=C(C=C1)S(=O)(=O)OC[C@@H]1C[C@H]2C[C@]3(OO[C@@]4(C[C@@H](CCC4)O[Si](C4=CC=CC=C4)(C4=CC=CC=C4)C(C)(C)C)O3)[C@@H]1C2 ((1R,2S,3''R,4R,5'S,6R)-3''-((tert-butyldiphenylsilyl)oxy)dispiro[bicyclo[2.2.1]heptane-2,3'-[1,2,4]trioxolane-5',1''-cyclohexan]-6-yl)methyl 4-methylbenzenesulfonate